methyl 5-{5-[2-({2-[(5-bromo-2-nitrophenyl) amino] ethyl} (2,2,2-trifluoroethyl) amino) ethoxy]-1-cyclopropylpyrazol-4-yl}-1-methyl-6-oxopyridine-3-carboxylate BrC=1C=CC(=C(C1)NCCN(CCOC1=C(C=NN1C1CC1)C1=CC(=CN(C1=O)C)C(=O)OC)CC(F)(F)F)[N+](=O)[O-]